ClC1=C[C@H]2[C@@H]3C=C[C@](C(C)=O)([C@]3(CC[C@@H]2[C@]2(COC(C=C12)=O)C)C)O 6-chloro-17α-hydroxy-2-oxa-4,6,15-pregnatriene-3,20-dione